tert-butyl (3aR,6aS)-5-(4-(ethoxycarbonyl)-5-methylpyridin-2-yl)hexahydropyrrolo[3,4-c]pyrrole-2(1H)-carboxylate C(C)OC(=O)C1=CC(=NC=C1C)N1C[C@@H]2[C@H](C1)CN(C2)C(=O)OC(C)(C)C